cobalt butyl-phosphate C(CCC)OP(=O)([O-])[O-].[Co+2]